5-(methoxycarbonyl)-1-methyl-1H-pyrrole-3-carboxylic acid COC(=O)C1=CC(=CN1C)C(=O)O